NC1CC2CC(CC2C1)NC1=NC2=C(C=C(C=C2C=N1)C1(C(C=CC=C1)C1=CC(=C(C=C1)S(=O)(=O)N)Cl)F)CC 4-(2-(((2r,5r)-5-aminooctahydro-pentalen-2-ylamino)-8-ethylquinazolin-6-yl)-2-fluorophenyl)-2-chlorobenzene-sulfonamide